CN1N=NC(=C1C1=C(C(=NC(=C1)N1[C@@H](COCC1)C)NC1=CC=NN1)C)C (R)-4-(1,4-dimethyl-1H-1,2,3-triazol-5-yl)-3-methyl-6-(3-methylmorpholino)-N-(1H-pyrazol-5-yl)pyridin-2-amine